4-(2,6-bis(bis(2-hydroxyethyl)amino)-8-(4-methoxypiperidin-1-yl)pyrimido[5,4-d]pyrimidin-4-yl)-1-methylpiperazin-2-one OCCN(C=1N=C(C2=C(N1)C(=NC(=N2)N(CCO)CCO)N2CCC(CC2)OC)N2CC(N(CC2)C)=O)CCO